2-(4-(4-amino-3-isopropylbenzyl)-3,5-dimethylphenoxy)acetic acid NC1=C(C=C(CC2=C(C=C(OCC(=O)O)C=C2C)C)C=C1)C(C)C